diphenylether dibromide [Br-].[Br-].C1(=CC=CC=C1)OC1=CC=CC=C1